C1N(CC12OCCCC2)C=2C=C(OC1CN(C1)C(=O)N1C[C@@H]3[C@@H](OCC(N3)=O)CC1)C=CC2C(F)(F)F (+)-(4aR,8aS)-6-[3-[3-(5-oxa-2-azaspiro[3.5]nonan-2-yl)-4-(trifluoromethyl)phenoxy]azetidine-1-carbonyl]-4,4a,5,7,8,8a-hexahydropyrido[4,3-b][1,4]oxazin-3-one